O=C1NC(CCC1NC=1C=C2CCC3(CCN(CC3)C(=O)OC(C)(C)C)OC2=CC1)=O tert-butyl 6-((2,6-dioxopiperidin-3-yl)amino)spiro[chromane-2,4'-piperidine]-1'-carboxylate